1-methyl-5-mercapto-1,2,3,4-tetrazole CN1N=NN=C1S